Tert-butyl (2-((4-amino-6-(5-fluoro-3-(4'-fluoro-2',3'-dihydrospiro[cyclopropane-1,1'-indene]-5'-carboxamido)-2-methylphenyl)pyrimidin-5-yl)oxy)ethyl)(methyl)carbamate NC1=NC=NC(=C1OCCN(C(OC(C)(C)C)=O)C)C1=C(C(=CC(=C1)F)NC(=O)C=1C(=C2CCC3(C2=CC1)CC3)F)C